2-((1r,4r)-4-((4-(1-(2,6-dioxopiperidin-3-yl)-3-methyl-1H-indazol-4-yl)piperazin-1-yl)methyl)cyclohexyl)-N-(imidazo[1,2-b]pyridazin-3-yl)-6-methoxy-2H-indazole-5-carboxamide O=C1NC(CCC1N1N=C(C2=C(C=CC=C12)N1CCN(CC1)CC1CCC(CC1)N1N=C2C=C(C(=CC2=C1)C(=O)NC1=CN=C2N1N=CC=C2)OC)C)=O